6-AMINO-1-BENZYL-2,4-DIOXOTETRAHYDROPYRIMIDINE-5-CARBALDEHYDE NC1C(C(NC(N1CC1=CC=CC=C1)=O)=O)C=O